COC1=C(C2=C(C=N1)C=NN2C)N 6-methoxy-1-methylpyrazolo[4,3-c]pyridin-7-amine